Di-t-butyldiphenyliodonium C(C)(C)(C)C=1C(=C(C=CC1)[I+]C1=CC=CC=C1)C(C)(C)C